2-(1-(3-bromothiophen-2-yl)cyclopropoxy)acetic acid BrC1=C(SC=C1)C1(CC1)OCC(=O)O